S(N)(=O)(=O)CC1CN(CCO1)C(=O)OCC1=CC=CC=C1 benzyl 2-(sulfamoylmethyl)morpholine-4-carboxylate